C[C@H]1N(CCC1)C1=C(C=C2C(=N1)COC2)C(=O)O 2-[(2R)-2-methylpyrrolidin-1-yl]-5,7-dihydrofuro[3,4-b]pyridine-3-carboxylic acid